(S)-5-(5,5-difluoro-4-hydroxyl-3-((trifluoromethyl)sulfonyl)-4,5,6,7-tetrahydro-1H-indol-1-yl)-2-fluorobenzonitrile FC1([C@H](C=2C(=CN(C2CC1)C=1C=CC(=C(C#N)C1)F)S(=O)(=O)C(F)(F)F)O)F